Cl.Cl.N1(CCCC2=NC=CC=C12)C1=NNC2=NC(=CN=C21)N2CCC(CC2)(CC)CN (1-(3-(3,4-dihydro-1,5-naphthyridin-1(2H)-yl)-1H-pyrazolo[3,4-b]pyrazin-6-yl)-4-ethylpiperidin-4-yl)methanamine dihydrochloride